CC1=CC=C(C=C1)S(=O)(=O)N1C(CC(CC1)C(F)(F)F)C1=C(CNC2=C(NC=C2)C(=O)OCC)C=CC=C1 ethyl 3-((2-(1-p-toluenesulfonyl-4-(trifluoromethyl) piperidin-2-yl) benzyl) amino)-1H-pyrrole-2-carboxylate